C(C1=CC=CC=C1)NC1=NC(=NN2C1=CC=C2C(=O)OC)N2C(=CC1=C(C=CC=C21)C#N)C methyl 4-(benzylamino)-2-(4-cyano-2-methyl-1H-indol-1-yl)pyrrolo[2,1-f][1,2,4]triazine-7-carboxylate